4-(4-((diphenylmethylene)amino)-2-methylphenyl)-1-methylpiperidine-4-carbonitrile C1(=CC=CC=C1)C(C1=CC=CC=C1)=NC1=CC(=C(C=C1)C1(CCN(CC1)C)C#N)C